OC1C(C(NC1)C(=O)O)N1CCN(CCN(CCN(CC1)CC(OC(C)(C)C)=O)CC(OC(C)(C)C)=O)CC(=O)OC(C)(C)C 4-hydroxy-3-(4,7,10-tris(2-(tert-butoxy)-2-oxoethyl)-1,4,7,10-tetraazacyclododecan-1-yl)pyrrolidine-2-carboxylic acid